N1=C(C=CC=C1)C1=C(C(=C(C(=C1N1C2=CC=CC=C2C=2C=CC=CC12)C1=CC=NC=C1)N1C2=CC=CC=C2C=2C=CC=CC12)N1C2=CC=CC=C2C=2C=CC=CC12)N1C2=CC=CC=C2C=2C=CC=CC12 9,9',9'',9'''-(4-(pyridin-2-yl)-6-(pyridin-4-yl)benzene-1,2,3,5-tetrayl)tetrakis(9H-carbazole)